6-(thien-2-yl)morpholin-3-one tert-butyl-4-[[4-(4,4,5,5-tetramethyl-1,3,2-dioxaborolan-2-yl)-3,6-dihydro-2H-pyridin-1-yl]methyl]piperidine-1-carboxylate C(C)(C)(C)OC(=O)N1CCC(CC1)CN1CCC(=CC1)B1OC(C(O1)(C)C)(C)C.S1C(=CC=C1)C1OCC(NC1)=O